4-Phenylpyrazolo[1,5-a]pyridine-2-carboxylic acid ethyl ester C(C)OC(=O)C1=NN2C(C(=CC=C2)C2=CC=CC=C2)=C1